(2R,3S)-2-(4-(cyclopentylamino)phenyl)-1-(2-fluoro-6-methylbenzyl)-N-(4-methyl-3-(trifluoromethyl)phenyl)piperidine-3-carboxamide C1(CCCC1)NC1=CC=C(C=C1)[C@@H]1N(CCC[C@@H]1C(=O)NC1=CC(=C(C=C1)C)C(F)(F)F)CC1=C(C=CC=C1C)F